2-methyl-penta-methylenediamine CC(CN)CCCN